C(OCN1C(C(CCC1=O)N1C(C2=CC=C(C=C2C1)CNC(NC1=CC(=C(C=C1)C)Cl)=O)=O)=O)(OC1=CC=C(C=C1)[N+](=O)[O-])=O [3-[5-([[(3-chloro-4-methylphenyl)carbamoyl]amino]methyl)-1-oxo-3H-isoindol-2-yl]-2,6-dioxopiperidin-1-yl]methyl 4-nitrophenyl carbonate